4-(6-(bicyclo[1.1.1]pent-1-ylcarbamoyl)pyridin-3-yl)piperazine-1-carboxylic acid tert-butyl ester C(C)(C)(C)OC(=O)N1CCN(CC1)C=1C=NC(=CC1)C(NC12CC(C1)C2)=O